1-[4-[2-[[4-(6-Hydroxyhexoxy)phenyl]methyl]-1H-inden-1-yl]phenyl]-3-phenylprop-2-en-1-one OCCCCCCOC1=CC=C(C=C1)CC=1C(C2=CC=CC=C2C1)C1=CC=C(C=C1)C(C=CC1=CC=CC=C1)=O